4-(bromomethyl)cyclohexane-1-methanol BrCC1CCC(CC1)CO